5-methyl-2-[1-[[3-(trifluoromethyl)phenyl]methyl]pyrazol-4-yl]-3H-imidazo[2,1-b]purin-4-one CN1C=2N(C=3N=C(NC3C1=O)C=1C=NN(C1)CC1=CC(=CC=C1)C(F)(F)F)C=CN2